2-(4-Hexylphenyl)-4-(thiophen-2-ylmethylene)oxazol-5(4H)-one C(CCCCC)C1=CC=C(C=C1)C=1OC(C(N1)=CC=1SC=CC1)=O